CC1C(=NOC1CC1=CC=CC=C1)COCC=1C=C(C=CC1)C1=CC(=CC=C1)OC methyl-5-benzyl-3-(((3'-methoxy-[1,1'-biphenyl]-3-yl)methoxy)methyl)-4,5-dihydroisoxazole